2-(6-morpholinopyridine-3-yl)-1H-pyrrolo[2,3-b]pyridine-5-carboxylate O1CCN(CC1)C1=CC=C(C=N1)C1=CC=2C(=NC=C(C2)C(=O)[O-])N1